CN(CCOC1=CC=C(C=C1)C=1NC(=C(N1)C=1C=C2CCC(C2=CC1)=NO)C1=CC=NC=C1)C N-[5-[2-[4-[2-(dimethylamino)ethoxy]phenyl]-5-pyridin-4-yl-1H-imidazol-4-yl]-2,3-dihydroinden-1-ylidene]hydroxylamine